C1(CC1)C(C)N1C(C=2C(=NC(=CC2C1)C1=C(N=C(S1)NC(C)=O)C)N1CCS(CC1)(=O)=O)=O N-(5-(2-(1-cyclopropylethyl)-4-(1,1-dioxidothiomorpholino)-3-oxo-2,3-dihydro-1H-pyrrolo[3,4-c]pyridin-6-yl)-4-methylthiazol-2-yl)acetamide